C(=O)C1=C(C=CC=C1)SC1=C(C=C(C=C1C(F)(F)F)C1=CC=CC=C1)CNC(OCC1C2=CC=CC=C2C=2C=CC=CC12)=O 9H-fluoren-9-ylmethyl N-({2-[(2-formylphenyl)sulfanyl]-5-phenyl-3-(trifluoromethyl) phenyl}methyl)carbamate